methyl 3-{[6-({3-hydroxy-4-[(1E)-(methoxyimino)methyl]phenyl}methyl)-4-{[(methoxycarbonyl)amino]amino}pyridin-2-yl]sulfanyl}propanoate OC=1C=C(C=CC1/C=N/OC)CC1=CC(=CC(=N1)SCCC(=O)OC)NNC(=O)OC